N-((2,6-dihydroxy-5'-methyl-4-pentyl-2'-(prop-1-en-2-yl)-[1,1'-biphenyl]-3-yl)sulfonyl)-2-(3-methyl-1H-1,2,4-triazol-5-yl)acetamide OC1=C(C(=CC(=C1S(=O)(=O)NC(CC1=NC(=NN1)C)=O)CCCCC)O)C1=C(C=CC(=C1)C)C(=C)C